C[C@H]1OC[C@H](N(C1)C=1N=NC(=C(N1)C)C1=C(C=C(C=C1)C(F)(F)F)O)C 2-(3-((2R,5R)-2,5-dimethylmorpholino)-5-methyl-1,2,4-triazin-6-yl)-5-(trifluoromethyl)phenol